BrC1=NC=C(C=N1)O[Si](C)(C)C(C)(C)C (2-bromopyrimidin-5-yl)oxy-tert-butyl-dimethyl-silane